histidine, hydrochloride Cl.N[C@@H](CC1=CNC=N1)C(=O)O